OCC(C(=O)O)=O L-3-hydroxypyruvic acid